7-bromo-1-(hydroxymethyl)-5-(methylamino)-3,4-dihydropyrido[4,3-d][1,2]diazin-4-one BrC1=CC=2C(=NNC(C2C(=N1)NC)=O)CO